C[C@H]1CN(C[C@@H](N1)C)C=1C=CC(=C2N=C(SC21)OC)C(=O)NC2=CC1=CN(N=C1C(=C2)CO)C 7-((3S,5S)-3,5-dimethylpiperazin-1-yl)-N-(7-(hydroxymethyl)-2-methyl-2H-indazol-5-yl)-2-methoxybenzo[d]thiazole-4-carboxamide